O=C1N(C(C(=C1SC1=CC=CC=C1)SC1=CC=CC=C1)=O)CCC(=O)O 3-(2,5-dioxo-3,4-bis(phenylthio)-2,5-dihydro-1H-pyrrol-1-yl)propionic acid